6-[3-[(3-aminophenyl)methoxy]-2-fluoro-6-(trideuteriomethoxy)phenyl]-l-1-hydroxy-8-(2-hydroxyacetyl)-9,13-dimethyl-5,7-dioxapentacyclo[10.8.0.02,9.04,8.013,18]icosa-14,17-dien-16-one NC=1C=C(C=CC1)COC=1C(=C(C(=CC1)OC([2H])([2H])[2H])C1O[C@H]2CC3C4(CCC5=CC(C=CC5(C4CCC3(C2(O1)C(CO)=O)C)C)=O)O)F